CC=1OC2=C(C1)C=C(C=C2)OCCN 2-((2-methylbenzofuran-5-yl)oxy)ethan-1-amine